(E)-3-(1-(4-(diethylamino)benzamido)-2,3-dihydro-1H-inden-5-yl)acrylic acid C(C)N(C1=CC=C(C(=O)NC2CCC3=CC(=CC=C23)/C=C/C(=O)O)C=C1)CC